1-{6-[(2R)-2-isopropylpiperazin-1-yl]-1-methylindazol-3-yl}-1,3-diazinane-2,4-dione C(C)(C)[C@H]1N(CCNC1)C1=CC=C2C(=NN(C2=C1)C)N1C(NC(CC1)=O)=O